[N+](=O)([O-])C1=C(CN2C(C=CC2=O)=O)C=CC=C1 N-(2-nitrobenzyl)maleimide